N-(4-(4-amino-7-(1-isobutyrylpiperidin-4-yl)pyrrolo[2,1-f][1,2,4]triazin-5-yl)-3-fluorophenyl)-2-oxo-1-(pyridin-2-yl)-1,2,4,5,6,7-Hexahydropyrazolo[1,5-a]pyridine-3-carboxamide NC1=NC=NN2C1=C(C=C2C2CCN(CC2)C(C(C)C)=O)C2=C(C=C(C=C2)NC(=O)C=2C(N(N1C2CCCC1)C1=NC=CC=C1)=O)F